N-[[4-(N-hydroxycarbamimidoyl)phenyl]methyl]-N,2-dimethoxy-propanamide ONC(=N)C1=CC=C(C=C1)CN(C(C(C)OC)=O)OC